ClC1=CC2=C(N(C(N=C2OC2CN(C2)C(=O)OC(C)(C)C)=O)C=2C(=NC=CC2C)C(C)C)N=C1C1=C(C=CC=C1)F (M)-tert-Butyl 3-((6-chloro-7-(2-fluorophenyl)-1-(2-isopropyl-4-methylpyridin-3-yl)-2-oxo-1,2-dihydropyrido[2,3-d]pyrimidin-4-yl)oxy)azetidine-1-carboxylate